O=C1NC(CCC1N1C(OC2=C1C=CC(=C2)C2CCN(CC2)CC(=O)OC(C)(C)C)=O)=O tert-butyl 2-[4-[3-(2,6-dioxo-3-piperidyl)-2-oxo-1,3-benzoxazol-6-yl]-1-piperidyl]acetate